tert-Butyl (2S,4R)-4-((3-methyloxetan-3-yl)amino)-2-phenylpiperidine-1-carboxylate CC1(COC1)N[C@H]1C[C@H](N(CC1)C(=O)OC(C)(C)C)C1=CC=CC=C1